C1(=CC=CC=C1)CCCC1NCCNC1 2-(phenylpropyl)piperazine